8'-fluoro-6'-(4,4,5,5-tetramethyl-1,3,2-dioxaborolan-2-yl)-1',4'-dihydro-2'H-spiro[cyclopropane-1,3'-quinolin]-2'-one FC=1C=C(C=C2CC3(C(NC12)=O)CC3)B3OC(C(O3)(C)C)(C)C